5-Amino-8-(2-furyl)-3-[2-[4-[4-(2-methoxy-2-methyl-propoxy)phenyl]piperazin-1-yl]ethyl]-1-methyl-[1,2,4]triazolo[5,1-f]purin-2-one NN1C=NC(=C2N3C(N=C12)N(C(N3C)=O)CCN3CCN(CC3)C3=CC=C(C=C3)OCC(C)(C)OC)C=3OC=CC3